FC(C1(CCCCC1)C(=O)OCC([C@H](C[C@H]1C(NCCC1)=O)NC([C@@H](NC(=O)C=1NC2=CC=CC(=C2C1)OC)CC(C)C)=O)=O)(F)F (3S)-3-{[N-(4-methoxy-1H-indole-2-carbonyl)-L-leucyl]amino}-2-oxo-4-[(3S)-2-oxopiperidin-3-yl]butyl 1-(trifluoromethyl)cyclohexane-1-carboxylate